4-(4-(piperidin-4-yl)piperazine-1-carbonyl)benzamide N1CCC(CC1)N1CCN(CC1)C(=O)C1=CC=C(C(=O)N)C=C1